CC1=CC(=NN1)NC1=NC(=NC2=CC(=CC=C12)N1CCN(CC1)C)C1=CC=C(C=C1)O 4-(4-((5-methyl-1H-pyrazol-3-yl)amino)-7-(4-methylpiperazin-1-yl)quinazolin-2-yl)phenol